CN(CCN(C1=CC(=C(C=C1[N+](=O)[O-])NC1=NC=C(C(=N1)N1CC(C2=NC(=CC=C21)C)(C)C)C(=O)OC(C)C)OC)CC)C isopropyl 2-((4-((2-(dimethylamino)ethyl) (ethyl)amino)-2-methoxy-5-nitrophenyl)amino)-4-(3,3,5-trimethyl-2,3-dihydro-1H-pyrrolo[3,2-b]pyridin-1-yl)pyrimidine-5-carboxylate